N-(but-3-en-1-yl)-N-(2-fluoro-6-(1-phenylvinyl)phenyl)-4-methylbenzenesulfonamide C(CC=C)N(S(=O)(=O)C1=CC=C(C=C1)C)C1=C(C=CC=C1C(=C)C1=CC=CC=C1)F